N(=[N+]=[N-])CC1C(N(CC1)C1=CC=CC=C1)=O (azidomethyl)-1-phenylpyrrolidin-2-one